N[C@@H]1CN(CCC1(F)F)C1=NC2=C(N1CC1=CC=C(C=N1)C#N)C=CC(=C2)OC 6-((2-((3R)-3-amino-4,4-difluoro-1-piperidinyl)-5-methoxy-1H-benzoimidazol-1-yl)methyl)-3-pyridinecarbonitrile